FC(C)(F)C=1C(=NC(=NC1C1=C(C=CC=C1)C)NS(=O)(=O)C=1C=NN(C1)C)OC1=CC=C(C=C1)N1CCN(CC1)C N-[5-(1,1-difluoroethyl)-4-[4-(4-methylpiperazin-1-yl)phenoxy]-6-(o-tolyl)pyrimidin-2-yl]-1-methyl-pyrazole-4-sulfonamide